gallium cerium [Ce].[Ga]